C(C1=CC=CC=C1)NC(N(C1=NC=C(C=N1)C=1C=NN(C1)C)[C@@H]1CC[C@H](CC1)NC1=NC=C(C(=N1)C1=NNC=C1Cl)C#N)=O 3-benzyl-1-(trans-4-((4-(4-chloro-1H-pyrazol-3-yl)-5-cyanopyrimidin-2-yl)amino)cyclohexyl)-1-(5-(1-methyl-1H-pyrazol-4-yl)pyrimidin-2-yl)urea